4-(4-aminopiperidin-1-yl)-3-(5-chloro-1H-1,3-benzodiazol-2-yl)-5-(3-fluoro-5-methylphenyl)pyridin-2-ol NC1CCN(CC1)C1=C(C(=NC=C1C1=CC(=CC(=C1)C)F)O)C1=NC2=C(N1)C=CC(=C2)Cl